CN1N=CC(=C1)C=1C=CC=C(C(=O)O)C1 5-(1-methyl-1H-pyrazol-4-yl)benzoic acid